2-methylcyclopentenoic acid CC1=C(CCC1)C(=O)O